OC=1C(=NC2=CC=CC=C2C1)C1C(C2=CC=CC=C2C1=O)=O 2-(3-hydroxy-2-quinolyl)indan-1,3-dione